[Al].[Cu].[Sn] tin-copper aluminum